C12COCC(CC1)N2C=2SC(=C(N2)C=2C(=C(C=CC2)NS(=O)(=O)C2=C(C=CC=C2F)F)F)C2=NC(=NC=C2)SC N-(3-(2-(3-oxa-8-azabicyclo[3.2.1]octan-8-yl)-5-(2-(methylthio)pyrimidin-4-yl)thiazol-4-yl)-2-fluorophenyl)-2,6-difluorobenzenesulfonamide